C(CCCCC)P(CCCCCCCCCCCCCC)(CCCCCC)(CCCCCC)Cl trihexyl-tetradecyl-phosphorus chloride